bis[gamma-(triethoxysilyl) propyl] tetrasulfide C(C)O[Si](CCCSSSSCCC[Si](OCC)(OCC)OCC)(OCC)OCC